5-iodopyrimidin-2-amine IC=1C=NC(=NC1)N